C1(CCCC1)N1C(N(CC1)C1CN(CCC1)C=1N=C(C(=NC1)C(=O)N)NC=1C=C2CCNCC2=CC1)=O (3-(3-cyclopentyl-2-oxoimidazolin-1-yl)piperidin-1-yl)-3-((1,2,3,4-tetrahydroisoquinolin-6-yl)amino)pyrazine-2-carboxamide